ClC1=CC(=C(C=C1)[C@H]1C=CC=2C=CC=3CCN(C(C3C2O1)C)CC1=NC2=C(N1C[C@H]1OCC1)C=C(C=C2)C(=O)OC)F methyl 2-(((2R)-2-(4-chloro-2-fluorophenyl)-10-methyl-7,10-dihydro-2H-pyrano[3,2-H]isoquinolin-9(8H)-yl) methyl)-1-(((S)-oxetan-2-yl) methyl)-1H-benzo[d]imidazole-6-carboxylate